3-aminoacetanilide CC(=O)NC1=CC=CC(=C1)N